5-(5-(1-isobutylpiperidin-4-yl)-3-isopropyl-1H-indol-2-yl)-1-methyl-3-phenylpyridin-2(1H)-one C(C(C)C)N1CCC(CC1)C=1C=C2C(=C(NC2=CC1)C=1C=C(C(N(C1)C)=O)C1=CC=CC=C1)C(C)C